O1C2=C(NCC1)C(=CC=C2)C(=O)O 3,4-dihydro-2H-benzo[b][1,4]oxazine-5-carboxylic acid